N-methyl[3-(trimethoxysilyl)propyl]carbamate CN(C([O-])=O)CCC[Si](OC)(OC)OC